C(C)C=1C(=CC2=C(N(C(N2)=O)[C@H]2CN(CCC2)CC(C)C)C1)C=1C=C(C=2N(C1)N=CN2)OC (R)-6-ethyl-1-(1-isobutylpiperidin-3-yl)-5-(8-methoxy-[1,2,4]triazolo[1,5-a]pyridin-6-yl)-1,3-dihydro-2H-benzo[d]imidazol-2-one